O=C1NN=CC2=C1C=NC(=C2)C2=CC=C(CCP(OCC1=CC=CC=C1)(OCC1=CC=CC=C1)=O)C=C2 dibenzyl (4-(4-oxo-3,4-dihydropyrido[3,4-d]pyridazin-7-yl) phenethyl)phosphonate